COC(C(C1=CC=C(C=C1)SC1=NC(=NC(=N1)C(Cl)(Cl)Cl)C(Cl)(Cl)Cl)C1CCCCC1)=O Cyclohexyl-2-{4-[2,4-bis(trichloromethyl)-s-triazin-6-yl]thiophenyl}acetic acid methyl ester